BrC=1C(=CC=C2CCN=CC12)OCCC1=C(C=C(C=C1)Cl)F 8-bromo-7-(4-chloro-2-fluorophenylethoxy)-3,4-dihydroisoquinoline